C(C)OC(=O)C=1N=C(N=NC1Cl)C 6-chloro-3-methyl-1,2,4-triazine-5-carboxylic acid ethyl ester